dimethoxyphosphoryl-propionamide COP(=O)(OC)C(C(=O)N)C